(9aR,10S)-10-((R)-(2,3-difluorophenyl)(3-fluorophenyl)methyl)-3,5-dioxo-3,5,8,9,9a,10-hexahydro-7H-pyrrolo[1',2':4,5]pyrazino[1,2-b]pyridazin-4-yl 3-methoxypropanoate COCCC(=O)OC1=C2N(N=CC1=O)[C@H]([C@@H]1N(C2=O)CCC1)[C@H](C1=CC(=CC=C1)F)C1=C(C(=CC=C1)F)F